(1s,3s)-3-fluorocyclobutyl (3-(3,3-difluorocyclobutyl)-1-meth-yl-4-(m-tolyl)-1H-pyrazol-5-yl)-carbamate FC1(CC(C1)C1=NN(C(=C1C=1C=C(C=CC1)C)NC(OC1CC(C1)F)=O)C)F